terphenyl-dicarbonyl chloride C1(=C(C(=CC=C1)C(=O)Cl)C(=O)Cl)C=1C(=CC=CC1)C1=CC=CC=C1